(S)-3-amino-7-(2-(4-methoxy-6-oxopyridazin-1(6H)-yl)ethoxy)-5-methyl-2,3-dihydrobenzo[b][1,4]oxazepin-4(5H)-one hydrochloride Cl.N[C@@H]1C(N(C2=C(OC1)C=CC(=C2)OCCN2N=CC(=CC2=O)OC)C)=O